C(C=1C(O)=CC=CC1)=NCCN=CC=1C(O)=CC=CC1.[Fe+2] iron (II) N,N'-bis(salicylidene)ethylenediamine